COC1=CC=C(CN(C2=NC(=NN3C2=NC=C3C(C=3C=CC(=NC3)OCCN(C(OC(C)(C)C)=O)C)O)OC(CC)CCC)CC3=CC=C(C=C3)OC)C=C1 tert-butyl (2-((5-((4-(bis(4-methoxybenzyl)amino)-2-(hexan-3-yloxy)imidazo[2,1-f][1,2,4]triazin-7-yl)(hydroxy)methyl)pyridin-2-yl)oxy)ethyl)(methyl)carbamate